2,6-DICHLORO-3-METHYLPHENYLBORONIC ACID ClC1=C(C(=CC=C1C)Cl)B(O)O